tri-tert-butyl 3,3',3''-(((3S,4S,5R)-1-((benzyloxy)carbonyl)azocane-3,4,5-triyl)tris(oxy))tripropionate C(C1=CC=CC=C1)OC(=O)N1C[C@@H]([C@H]([C@@H](CCC1)OCCC(=O)OC(C)(C)C)OCCC(=O)OC(C)(C)C)OCCC(=O)OC(C)(C)C